(11S,12S)-12-(2-chlorophenyl)-11-ethyl-7-fluoro-2,3,10-triazatricyclo[7.3.1.0^{5,13}]trideca-1,5(13),6,8-tetraen-4-one ClC1=C(C=CC=C1)[C@H]1[C@@H](NC2=CC(=CC=3C(NN=C1C32)=O)F)CC